FC=1C(=CC2=C(N(C(N2C=2SC(=NN2)C)=O)C)C1)S(=O)(=O)Cl 6-fluoro-1-methyl-3-(5-methyl-1,3,4-thiadiazol-2-yl)-2-oxo-benzimidazole-5-sulfonyl chloride